2-fluoro-3-oxopropanoic acid bistrifluoroacetate FC(C(=O)O)(F)F.FC(C(=O)O)(F)F.FC(C(=O)O)C=O